CSC(C(=O)N1C(CCCC1)C=1SC(=CN1)C1=CC=C(C=C1)C)C 2-(methylthio)-1-(2-(5-(p-tolyl)thiazol-2-yl)piperidin-1-yl)propan-1-one